3-(5-(((1-(6-amino-5-(2,3-dichlorophenyl)pyrazin-2-yl)-4-methylpiperidin-4-yl)amino)methyl)-6-fluoro-1-oxoisoindolin-2-yl)piperidine-2,6-dione NC1=C(N=CC(=N1)N1CCC(CC1)(C)NCC=1C=C2CN(C(C2=CC1F)=O)C1C(NC(CC1)=O)=O)C1=C(C(=CC=C1)Cl)Cl